CC(CC(=O)[O-])=C 3-methyl-3-butenoate